4,7-dibromo-1-methyl-1H-pyrrolo[3,2-c]pyridine BrC1=NC=C(C2=C1C=CN2C)Br